(S)-4-amino-N,1-dimethyl-N-(6-(tetrahydro-2H-pyran-4-yl)-2,3-Dihydrobenzofuran-3-yl)-1H-pyrazolo[4,3-c]Quinoline-8-carboxamide NC1=NC=2C=CC(=CC2C2=C1C=NN2C)C(=O)N([C@@H]2COC1=C2C=CC(=C1)C1CCOCC1)C